C(#N)C1=C(OC(C(=O)OCC)(F)F)C=CC=C1 ethyl 2-(2-cyanophenoxy)-2,2-difluoroacetate